O1NC=CC=C1 2-azapyran